C(C)(C)(C)OC(=O)N1C(CCCC1)C1=CNC2=CC=CC=C12 (1H-indol-3-yl)piperidine-1-carboxylic acid tert-butyl ester